N-tetradecyl-N-decyl-toluidine ammonium [tetrakis(perfluorophenyl)borate] FC1=C(C(=C(C(=C1F)F)F)F)[B-](C1=C(C(=C(C(=C1F)F)F)F)F)(C1=C(C(=C(C(=C1F)F)F)F)F)C1=C(C(=C(C(=C1F)F)F)F)F.[NH4+].C(CCCCCCCCCCCCC)N(C=1C(=CC=CC1)C)CCCCCCCCCC